(1R,4R)-N1-(2-iodo-1-(2,2,2-trifluoroethyl)-1H-indol-4-yl)-N4,N4-dimethylcyclohexane-1,4-diamine IC=1N(C2=CC=CC(=C2C1)NC1CCC(CC1)N(C)C)CC(F)(F)F